BrC1=C(C=C(C=C1)C#CC1=C(C=C(C=C1F)CCCC)F)F 2-((4-bromo-3-fluorophenyl)ethynyl)-5-butyl-1,3-difluorobenzene